2,2-bis[4-(methacryloyl-ethoxy)phenyl]propane C(C(=C)C)(=O)CCOC1=CC=C(C=C1)C(C)(C)C1=CC=C(C=C1)OCCC(C(=C)C)=O